BrC1=CC=CC=2N(C=NC21)C 4-bromo-1-methyl-1H-benzoimidazole